(1S,4s)-4-(8-(2,6-dichloro-4-fluorophenylamino)-2-((1R,3R)-3-hydroxy-4,4-dimethylcyclohexylamino)-9H-purin-9-yl)cyclohexanecarboxamide ClC1=C(C(=CC(=C1)F)Cl)NC=1N(C2=NC(=NC=C2N1)N[C@H]1C[C@H](C(CC1)(C)C)O)C1CCC(CC1)C(=O)N